C(C)(C)(C)N1C(C2=C(C=C(C=C2C1)C1=C(N=C(S1)NC(C)=O)C)[S@](=O)C)=O (R)-N-(5-(2-(tert-butyl)-7-(methylsulfinyl)-1-oxoisoindolin-5-yl)-4-methylthiazol-2-yl)acetamide